chlorosulfonic acid methyl-(S)-2-(chloromethyl)-3-(oxetan-2-ylmethyl)-3H-imidazo[4,5-b]pyridine-5-carboxylate COC(=O)C1=CC=C2C(=N1)N(C(=N2)CCl)C[C@H]2OCC2.ClS(=O)(=O)O